FC1=C(C=CC=C1)NC(=O)C1(C(N(CC1)C)=O)[Se]C1=CC=CC=C1 N-(2-fluorophenyl)-1-methyl-2-oxo-3-(phenylselanyl)pyrrolidine-3-carboxamide